C(C)(C)(C)C1=NC(OC1=O)C(F)(F)F 4-tert-butyl-2-trifluoromethyloxazol-5(2H)-one